BrC=1C(=C(C=CC1)C1=NN=C2N1C1=CC=C(C=C1C(=N2)NCC(F)F)F)F (3-bromo-2-fluoro-phenyl)-N-(2,2-difluoroethyl)-7-fluoro-[1,2,4]triazolo[4,3-a]quinazolin-5-amine